1-(2-(benzyloxy)ethyl)-3-(methoxycarbonyl)-1H-pyrazole-5-carboxylic acid C(C1=CC=CC=C1)OCCN1N=C(C=C1C(=O)O)C(=O)OC